OC(CN1N=C2C=C(C=C(C2=C1)C=1SC(=CN1)C)C(=O)N[C@H](C)C=1C=NC(=NC1)C(F)(F)F)(C)C (R)-2-(2-hydroxy-2-methylpropyl)-4-(5-methylthiazol-2-yl)-N-(1-(2-(trifluoromethyl)pyrimidin-5-yl)ethyl)-2H-indazole-6-carboxamide